ClC1=NN2C(C=N1)=CC=C2C=2C=NN(C2)C(CCCCC(=O)OC)C Methyl 6-(4-(2-chloropyrrolo[2,1-f][1,2,4]triazin-7-yl)-1H-pyrazol-1-yl)heptanoate